FC1=C(C=C(C[C@@H](C(=O)NO)CCCCNC(C)(C)C2=NC=C(C=C2)F)C=C1C)C (S)-2-(4-fluoro-3,5-dimethylbenzyl)-6-((2-(5-fluoropyridin-2-yl)propan-2-yl)amino)-N-hydroxyhexanamide